(2-methoxy-5-(4-methyl-8-((tetrahydrofuran-3-yl)oxy)quinazolin-6-yl)pyridin-3-yl)-2,4-difluorobenzenesulfonamide COC1=NC=C(C=C1C=1C(=C(C=CC1F)S(=O)(=O)N)F)C=1C=C2C(=NC=NC2=C(C1)OC1COCC1)C